7,9-decadienol C(CCCCCC=CC=C)O